salicylic acid, 2-ethylhexyl ester C(C=1C(O)=CC=CC1)(=O)OCC(CCCC)CC